3-(3-Cyano-6-(2-hydroxy-2-methylpropoxy)pyrazolo[1,5-a]pyridin-4-yl)-N-((6-(4-Fluoro-1H-pyrazol-1-yl)pyridin-3-yl)methyl)-2,5-dihydro-1H-pyrrole-1-carboxamide C(#N)C=1C=NN2C1C(=CC(=C2)OCC(C)(C)O)C=2CN(CC2)C(=O)NCC=2C=NC(=CC2)N2N=CC(=C2)F